O.P(=O)(O)(O)P(=O)(O)O hypophosphate monohydrate